(R)-N-[(1R)-1-(3-chloro-2,7-dimethyl-1-oxoisoquinolin-5-yl)ethyl]-2-methylpropane-2-sulfinamide ClC=1N(C(C2=CC(=CC(=C2C1)[C@@H](C)N[S@](=O)C(C)(C)C)C)=O)C